O=C1NC2=CC=CC=3C2=C1C=CC3 oxobenzo[cd]indol